4-fluoro-2λ3,3λ3,5λ3,6λ3-aniline-13C6 F[13C]1=[13C][13C]=[13C](N)[13C]=[13C]1